3-Ethylidene-9-methyl-2,3,4,4a,9,9a-hexahydro-1H-1,4-methanoxanthene C(C)=C1CC2C3C(C4=CC=CC=C4OC3C1C2)C